(R or S)-2-(4-(2-(((R)-((R)-8-cyano-1,2,3,4-tetrahydroquinoxalin-2-yl)(phenyl)methyl)amino)ethyl)-3-methoxyphenyl)propanoic acid C(#N)C=1C=CC=C2NC[C@@H](NC12)[C@@H](C1=CC=CC=C1)NCCC1=C(C=C(C=C1)[C@H](C(=O)O)C)OC |o1:28|